1-(5-bromo-6-(4-cyano-3-fluorophenyl)-4-methyl-3-nitropyridin-2-yl)piperidine BrC=1C(=C(C(=NC1C1=CC(=C(C=C1)C#N)F)N1CCCCC1)[N+](=O)[O-])C